O=C1N(CCCC1)C1=CC=C(C=C1)NCCS(=O)(=O)F 2-((4-(2-Oxopiperidin-1-yl)phenyl)amino)ethanesulfonyl fluoride